methyl (Z)-ethyl-2-chloro-2-(2-(4-(trifluoromethoxy)phenyl)hydrazono)acetate C(C)N(\N=C(\C(=O)OC)/Cl)C1=CC=C(C=C1)OC(F)(F)F